bis[(trifluoromethyl)sulfonyl]imide [N-](S(=O)(=O)C(F)(F)F)S(=O)(=O)C(F)(F)F